((3-hydroxypropyl)azanediyl)di(heptane-7,1-diyl) (2E,2'E)-di(3-pentyltridec-2-enoate) C(CCCC)\C(=C/C(=O)OCCCCCCCN(CCCCCCCOC(C=C(CCCCCCCCCC)CCCCC)=O)CCCO)\CCCCCCCCCC